(3-bromo-1-adamantyl)acetate BrC12CC3(CC(CC(C1)C3)C2)CC(=O)[O-]